diethylaminobenzyl ketone C(C)N(CC)C(C1=CC=CC=C1)C(=O)C(C1=CC=CC=C1)N(CC)CC